(R)-gamma-valerolactone C1(CC[C@@H](C)O1)=O